(E)-(4-(1-(4-(2-(4-(4-(2-(2,6-dioxopiperidin-3-yl)-1,3-dioxoisoindolin-5-yl)piperazin-1-yl)piperidin-1-yl)ethoxy)phenyl)-2-phenylbut-1-en-1-yl)phenyl)boronic acid O=C1NC(CCC1N1C(C2=CC=C(C=C2C1=O)N1CCN(CC1)C1CCN(CC1)CCOC1=CC=C(C=C1)\C(=C(/CC)\C1=CC=CC=C1)\C1=CC=C(C=C1)B(O)O)=O)=O